Cl.COC1=CC=C(C=C1)N1N=CC2=C1CNC2 1-(4-methoxyphenyl)-1,4,5,6-tetrahydropyrrolo[3,4-c]pyrazole HCl salt